S1C=NC=C1CO (thiazol-5-yl)methanol